C12CN(CC(CCC1)N2)C=2OC1=C(N2)C=C(C=C1C=1SC=CN1)S(=O)(=O)N 2-(3,9-diazabicyclo[3.3.1]nonan-3-yl)-7-(thiazol-2-yl)benzo[d]oxazole-5-sulfonamide